O[C@](C(=O)O)(C)C1=CC2=CC=CC=C2C=C1 (R)-2-hydroxy-2-(2-naphthyl)propionic acid